ClC1=NC2=C3N=C(C=CC3=CC=C2C(=C1)C1=CC=CC2=CC=CC=C12)C1=CC=CC=C1 2-chloro-4-(naphthalen-1-yl)-9-phenyl-1,10-phenanthroline